CC(=CCOCCC=O)CCC=C(C)C 6,10-dimethyl-3-oxa-5,9-undecadiene-1-carbaldehyde